FC=1C(=C(C=C(C1)C(=O)N1C[C@H](OCC1)C1=CC(=CC=C1)N1CCCC1)C=O)O |r| rac-3-fluoro-2-hydroxy-5-(2-(3-(pyrrolidin-1-yl)phenyl)morpholine-4-carbonyl)benzeneFormaldehyde